N-(4-(4-amino-7-(1-isobutyrylpiperidin-4-yl)pyrrolo[2,1-f][1,2,4]triazin-5-yl)phenyl)-5-bromo-1-isopropyl-6-methyl-4-oxo-1,4-dihydropyridine-3-carboxamide NC1=NC=NN2C1=C(C=C2C2CCN(CC2)C(C(C)C)=O)C2=CC=C(C=C2)NC(=O)C2=CN(C(=C(C2=O)Br)C)C(C)C